4-(morpholinomethyl)-3-(trifluoromethyl)aniline O1CCN(CC1)CC1=C(C=C(N)C=C1)C(F)(F)F